(S)-4-(Cbz-amino)-1-pentanol C(=O)(OCC1=CC=CC=C1)N[C@H](CCCO)C